N1(C(CCC1)=O)S(=O)(=O)[O-] pyrrolidonesulphonate